(R)-5-Biphenyl-4-yl-2-hydroxy-4-[(3H-[1,2,3]triazole-4-carbonyl)amino]pentanoic acid ethyl ester C(C)OC([C@@H](CC(CC1=CC=C(C=C1)C1=CC=CC=C1)NC(=O)C=1NN=NC1)O)=O